(4R)-3-[(3R)-3-(3-bromophenyl)butanoyl]-4-phenyl-1,3-oxazolidin-2-one BrC=1C=C(C=CC1)[C@@H](CC(=O)N1C(OC[C@H]1C1=CC=CC=C1)=O)C